ClC1=CC=C(CN2C3(CN(C3)C3=NC=C(C=C3)C)C(N(CC2=O)C(C)C)=O)C=C1 5-(4-chlorobenzyl)-8-isopropyl-2-(5-methyl-pyridin-2-yl)-2,5,8-triazaspiro[3.5]nonane-6,9-dione